ClC1=CC=C(C=C1)CNCC1=CC=C(C=C1)Cl bis[(p-chlorophenyl)methyl]amine